COC(=O)C=1N(C=C(C1C(C)C)C1=NN(C=C1)C(C)C)N 1-Amino-3-isopropyl-4-(1-isopropyl-1H-pyrazol-3-yl)-1H-pyrrole-2-carboxylic acid methyl ester